FC1=C(C(=C(C(=C1F)F)F)F)[B-](C1=C(C2=C(C(=C(C(=C2C(=C1F)F)F)F)F)F)F)(C1=C(C2=C(C(=C(C(=C2C(=C1F)F)F)F)F)F)F)C1=C(C2=C(C(=C(C(=C2C(=C1F)F)F)F)F)F)F (perfluorophenyl)tris-(perfluoronaphthalen-2-yl)borate